C(N)(=N)C1=CC(=C(CNC2=NC(=NC(=C2)OCC=2N=C3N(C=C(C=C3)C3CC3)C2)C(=O)O)C(=C1)C)C 4-((4-carbamimidoyl-2,6-dimethylbenzyl)amino)-6-((6-cyclopropylimidazo[1,2-a]pyridin-2-yl)methoxy)pyrimidine-2-carboxylic acid